tert-Butyl (S)-(5-((4-chlorobenzyl)oxy)-2-oxo-1-(2,3,5,6-tetrafluorophenoxy) pentan-3-yl)carbamate ClC1=CC=C(COCC[C@@H](C(COC2=C(C(=CC(=C2F)F)F)F)=O)NC(OC(C)(C)C)=O)C=C1